(1S,2S,4S)-2-Amino-4-(3-chlorophenyl)cyclobutan-1-ol N[C@@H]1[C@H]([C@@H](C1)C1=CC(=CC=C1)Cl)O